C(C)N(C(=O)NC(CC)CCC(F)(F)F)[C@H](C)C1=CC(=CC=C1)C=1C(=CC=2N(C1)C=CN2)COC 1-ethyl-1-((R)-1-(3-(7-(methoxymethyl)imidazo[1,2-a]pyridin-6-yl)phenyl)ethyl)-3-(6,6,6-trifluorohexan-3-yl)urea